C(C)(C)(C)N(C(O)=O)C=1CN(C(CC1)CO)CC1=CC=CC=C1.CN1N=C(C=C1C)C1=NN2C(N=C(C=C2N2CCOCC2)N2N=C(C=C2)C=2C=C(C=CC2)C)=C1 4-[2-(1,5-dimethylpyrazol-3-yl)-5-[3-(m-tolyl)pyrazol-1-yl]pyrazolo[1,5-a]pyrimidin-7-yl]morpholine tert-butyl-(1-benzyl-6-(hydroxymethyl)-1,2,5,6-tetrahydropyridin-3-yl)carbamate